1-(3',4'-dicarboxyphenyl)-3-methylindene-6,7-dicarboxylic acid anhydride C(=O)(O)C=1C=C(C=CC1C(=O)O)C1C=C(C2=CC=C3C(=C12)C(=O)OC3=O)C